C1(CC1)C1=CC(=CC(=N1)C(=O)NC1=CC(=CC=C1)C1(CC(C1)(F)F)[C@H](C1=NN=CN1C)F)CN1[C@H](CN(CC1)C)C(C)C 6-cyclopropyl-N-(3-(3,3-difluoro-1-((R)-fluoro(4-methyl-4H-1,2,4-triazol-3-yl)methyl)cyclobutyl)phenyl)-4-(((S)-2-isopropyl-4-methylpiperazin-1-yl)methyl)picolinamide